C(#N)C1=CC(=C(COC=2C=C3CCN(CC3=CC2)C(=O)OC(C)(C)C)C=C1)F tert-butyl 6-((4-cyano-2-fluorobenzyl) oxy)-3,4-dihydroisoquinoline-2(1H)-carboxylate